COC1=CC=C(C=C1)C1=C2C=CNC2=CC=C1 4-(4-methoxyphenyl)indole